tert-butyl 5-amino-6-bromoisoindolin-2-carboxylate NC=1C=C2CN(CC2=CC1Br)C(=O)OC(C)(C)C